C(C)C1=CNC2=NC=C(C=C21)C=2C=C(C=CC2)P(C)(C)=O (3-(3-Ethyl-1H-pyrrolo[2,3-b]pyridin-5-yl)phenyl)dimethylphosphine oxide